Non-1-en C=CCCCCCCC